SC1=CC=C(C#N)C=C1 p-mercaptobenzonitrile